2-nitroso-1-naphthol N(=O)C1=C(C2=CC=CC=C2C=C1)O